imidazo[1,2-a]pyridin-3-carbonitril N=1C=C(N2C1C=CC=C2)C#N